C(C)C(CN1C2C(=CC=3C=C(C(=CC13)OCCCN1CCCC1)OC)CCC2)CC N-(2-ethylbutyl)-7-methoxy-6-[3-(pyrrolidin-1-yl)propoxy]-1H,2H,3H-cyclopenta[b]quinolin